ethyl 4,6-dichloro-5-fluoroquinoline-3-carboxylate ClC1=C(C=NC2=CC=C(C(=C12)F)Cl)C(=O)OCC